3,3-dimethyl-3H-indole CC1(C=NC2=CC=CC=C12)C